tert-butyl N-(5-amino-4-methylpentyl)carbamate NCC(CCCNC(OC(C)(C)C)=O)C